ClC=1C=C(C=CC1)N1N=CC(=C1)[C@@H](C(=O)NC1=NNC(=C1)C1CC(C1)(F)F)C (S)-2-(1-(3-chlorophenyl)-1H-pyrazol-4-yl)-N-(5-(3,3-difluorocyclobutyl)-1H-pyrazol-3-yl)propanamide